BrC1=CC(=C2C(=N1)C(=NN2C(CC)C)C)Br (+)-5,7-dibromo-3-methyl-1-[1-methylpropyl]pyrazolo[4,3-b]pyridine